[Si](C)(C)(C(C)(C)C)OC(CCC(=O)OCC)C(F)(F)F ethyl 4-((tert-butyldimethylsilyl)-oxy)-5,5,5-trifluoropentanoate